FC([C@@H]1C[C@@H](NCC1)C1=C(CN2C(NC(C3=C2C=CN3)=O)=S)C=CC=C1)F 1-(2-((2R,4S)-4-(Difluoromethyl)piperidin-2-yl)benzyl)-2-thioxo-1,2,3,5-tetrahydro-4H-pyrrolo[3,2-d]pyrimidin-4-one